N(=[N+]=[N-])C1=C(C(=C(C(=O)OC)C(=C1F)F)F)F Methyl 4-azido-2,3,5,6-tetrafluorobenzoate